itaconic acid, potassium salt [K+].C(C(=C)CC(=O)[O-])(=O)[O-].[K+]